3-bromo-5-((5S,5aS,6S,9R)-1-fluoro-5,13,14-trimethyl-5a,6,7,8,9,10-hexahydro-5H-6,9-epiminoazepino[2',1':3,4][1,4]oxazepino[5,6,7-ij][2,7]naphthyridin-2-yl)-4-(trifluoromethyl)aniline BrC=1C=C(N)C=C(C1C(F)(F)F)C=1N=C2C3=C(N=C(C(=C3C1F)C)C)N1[C@H]([C@@H](O2)C)[C@@H]2CC[C@H](C1)N2